FC(C(=O)O)(F)F.ClC=1C=C(OCC=2N=NNC2C(=O)O)C=CC1Cl 4-((3,4-dichlorophenoxy)methyl)-1H-1,2,3-triazole-5-carboxylic acid 2,2,2-trifluoroacetate